ethyl trans-rac-3-(3,5-bis(trifluoromethyl) phenyl)-2,2-dichlorocyclopropane-1-carboxylate FC(C=1C=C(C=C(C1)C(F)(F)F)[C@@H]1C([C@H]1C(=O)OCC)(Cl)Cl)(F)F |r|